COC=1C=C2C(=CC=NC2=CC1OC)N1CCC(CC1)N 1-(6,7-dimethoxyquinolin-4-yl)piperidin-4-ylamine